(S)-2-(allylsulfonyl)-3-phenylisoxazolidine C(C=C)S(=O)(=O)N1OCC[C@H]1C1=CC=CC=C1